4,4'-dimethoxy-6,6'-di-tert-butyl-1,1'-spirobiindan COC1=C2CCC3(C2=CC(=C1)C(C)(C)C)CCC1=C(C=C(C=C13)C(C)(C)C)OC